C(CCC)(=O)[O-].[Ru+3].C(CCC)(=O)[O-].C(CCC)(=O)[O-] ruthenium(III) butyrate